dimethyloxymethyl-benzyl-aminopyrimidine tert-butyl-(4R)-4-(1-hydroxy-1-(1H-indol-7-yl)ethyl)-2,2-dimethyloxazolidine-3-carboxylate C(C)(C)(C)OC(=O)N1C(OC[C@@H]1C(C)(C=1C=CC=C2C=CNC12)O)(C)C.COC(OC)C=1C(=NC(=NC1)N)CC1=CC=CC=C1